C1(CC1)C(CCC[C@@H](C)[C@H]1CC[C@H]2[C@@H]3CC[C@H]4[C@H]([C@H](CC[C@]4(C)[C@H]3CC[C@]12C)O)O)O 24-[cyclopropyl-(hydroxy)methyl]-5α-cholan-3β,4β-diol